3,5-difluoro-N-hydroxybenzamide C1=C(C=C(C=C1F)F)C(=O)NO